FC1=C2C(=CN(C2=CC=C1)C(=O)[O-])C(C)C 4-fluoro-3-isopropyl-1H-indole-1-carboxylate